CC1(C(OCC1)=O)S(=O)(=O)C 3-methyl-3-(methylsulfonyl)dihydrofuran-2(3H)-one